ClC=1C=C(C=C2C(=C(C=NC12)C#N)NCC(C)(C)C)N[C@H](C=1N=NN(C1)C1(CC1)C(F)(F)F)C1=C2C=CN=C(C2=CC=C1)OC (S)-8-chloro-6-(((1-methoxyisoquinolin-5-yl)(1-(1-(trifluoromethyl)cyclopropyl)-1H-1,2,3-triazol-4-yl)methyl)amino)-4-(neopentylamino)quinoline-3-carbonitrile